S(=O)(=O)(O)C1=CC=C(C)C=C1.S(=O)(=O)(O)C1=CC=C(C)C=C1.C1N(CC12CCNCC2)C2=NC=NC=C2OC2=C(C(=O)N(C(C)C)CC)C=C(C=C2)F 2-((4-(2,7-diazaspiro[3.5]nonan-2-yl)pyrimidin-5-yl)oxy)-N-ethyl-5-fluoro-N-isopropylbenzamide, bis-tosylate salt